N-(2-(4,4-difluorocycloheptyl)-4-(2-fluorophenyl)pyridin-3-yl)-2-isopropylpyrimidine-5-carboxamide FC1(CCC(CCC1)C1=NC=CC(=C1NC(=O)C=1C=NC(=NC1)C(C)C)C1=C(C=CC=C1)F)F